COC(=O)N1C2COCC1CC(C2)N2C[C@H]1C([C@H]1C2)C(N(C(C)C)CC)=O 7-{(1r,5s,6r)-6-[ethyl-(propan-2-yl)carbamoyl]-3-azabicyclo[3.1.0]hexane-3-yl}-3-oxa-9-azabicyclo[3.3.1]nonane-9-carboxylic acid methyl ester